C(C)(C)N1C(=NN=C1)C1=CC=CC(=N1)NC(C1=CC(C(=O)NC=2N=COC2)=CC=C1)=O N1-(6-(4-Isopropyl-4H-1,2,4-triazol-3-yl)pyridin-2-yl)-N3-(oxazol-4-yl)isophthalamide